C(C)(C)C1=CC=C(\C=N\[S@](=O)C(C)(C)C)C=C1 (R,E)-N-(4-isopropylbenzylidene)-2-methylpropane-2-sulfinamide